ClC=1C=C(C=C(C1)Cl)C=1C=CC=C2C(=C(COC12)C(=O)N[C@H]1CCOC2=CC=CC=C12)C(C)C 8-(3,5-Dichlorophenyl)-N-[(4S)-3,4-dihydro-2H-chromen-4-yl]-4-(propan-2-yl)-2H-chromen-3-carboxamide